NC1=C(C=C(C=N1)NC(C(=O)N1[C@H](CC([C@@H](C1)C)CC(C)C)C=1C=CC2=C(N=CS2)C1)=O)C N-(6-amino-5-methyl-3-pyridyl)-2-[(2R,5S)-2-(1,3-benzothiazol-5-yl)-4-isobutyl-5-methyl-1-piperidyl]-2-oxo-acetamide